(S)-3-(3-(5-fluoro-2-methylbenzyl)phenyl)-3-(3-(4-hydroxy-1-methyl-2-oxo-1,2-dihydropyridin-3-yl)ureido)propanoic acid FC=1C=CC(=C(CC=2C=C(C=CC2)[C@H](CC(=O)O)NC(=O)NC=2C(N(C=CC2O)C)=O)C1)C